CC1=CC(C=2C(=NC(=CC2)C=2C=C3CN(C(C3=CC2)=O)C2C(NC(CC2)=O)=O)O1)=O 3-(5-{2-methyl-4-oxo-4H-pyrano[2,3-b]pyridin-7-yl}-1-oxo-2,3-dihydro-1H-isoindol-2-yl)piperidine-2,6-dione